methyl 2-[2-amino(1,1,2,2-2H4)ethyl]-5-bromopyrazole-3-carboxylate NC(C([2H])([2H])N1N=C(C=C1C(=O)OC)Br)([2H])[2H]